6-chloro-3-((1-(4-(difluoromethyl)benzoyl)-4-hydroxypiperidin-4-yl)methyl)-7-(4-((3R,6S)-6-methylmorpholin-3-yl)phenyl)-3,7-dihydro-4H-pyrrolo[2,3-d]pyrimidin-4-one ClC1=CC2=C(N=CN(C2=O)CC2(CCN(CC2)C(C2=CC=C(C=C2)C(F)F)=O)O)N1C1=CC=C(C=C1)[C@H]1NC[C@@H](OC1)C